methylene-4-[(tert-butyloxycarbonylamino)methyl]benzoic acid C=C1C(C(=O)O)C=CC(=C1)CNC(=O)OC(C)(C)C